(pentachlorophenyl)borat ClC1=C(C(=C(C(=C1OB([O-])[O-])Cl)Cl)Cl)Cl